2-(9-(4-(1-methyl-4-(trifluoromethyl)-1H-imidazol-2-yl)benzyl)-8-oxo-8,9-dihydro-7H-purin-2-yl)benzoic acid methyl ester COC(C1=C(C=CC=C1)C1=NC=C2NC(N(C2=N1)CC1=CC=C(C=C1)C=1N(C=C(N1)C(F)(F)F)C)=O)=O